C(#N)CCC=1C=2N(C=C(C1)C(F)(F)F)C=C(N2)C(=O)OCC ethyl 8-(2-cyanoethyl)-6-(trifluoromethyl)imidazo[1,2-a]pyridine-2-carboxylate